(2R,5S)-4-(6,7-dichloro-1-(2-isopropyl-4-methylpyridin-3-yl)-2-oxo-1,2-Dihydropyrido[2,3-d]pyrimidin-4-yl)-2,5-dimethylpiperazine-1-carboxylate ClC1=CC2=C(N(C(N=C2N2C[C@H](N(C[C@@H]2C)C(=O)[O-])C)=O)C=2C(=NC=CC2C)C(C)C)N=C1Cl